(S)-4-((((9H-fluoren-9-yl)methoxy)carbonyl)amino)-2-(12-(4-(tert-butoxycarbonyl)phenoxy)dodecanamido)butanoic acid C1=CC=CC=2C3=CC=CC=C3C(C12)COC(=O)NCC[C@@H](C(=O)O)NC(CCCCCCCCCCCOC1=CC=C(C=C1)C(=O)OC(C)(C)C)=O